((4-(pivaloyloxy)phenyl)sulphonamido)benzoic acid C(C(C)(C)C)(=O)OC1=CC=C(C=C1)S(=O)(=O)NC1=C(C(=O)O)C=CC=C1